2,6-di-alpha-naphthylphenol C1(=CC=CC2=CC=CC=C12)C1=C(C(=CC=C1)C1=CC=CC2=CC=CC=C12)O